trioctylmethyl-ammonium methyl-sulphate COS(=O)(=O)[O-].C(CCCCCCC)[N+](C)(CCCCCCCC)CCCCCCCC